C(C)C(CNC(CCCCCC(C)C)=O)CCCC N-(2-Ethylhexyl)-Isononanamid